2-Chloro-5-{[(3-hydroxy-2,2-dimethylpropanoyl)amino]methyl}-N-[1-(1,3-thiazol-2-yl)-1H-indazol-4-yl]benzamide ClC1=C(C(=O)NC2=C3C=NN(C3=CC=C2)C=2SC=CN2)C=C(C=C1)CNC(C(CO)(C)C)=O